NC1=C(C2=C(C=C1)C1=NC=CC=C1O2)C#N 7-aminobenzofuro[3,2-b]pyridine-6-carbonitrile